6-{[(1R)-1-(4-chlorophenyl)-7-fluoro-5-[1-hydroxy-1-(1-methyl-1H-imidazol-4-yl)propyl]-3-oxo-1-[(3S)-oxocyclopent-3-yloxy]-2,3-dihydro-1H-isoindol-2-yl]methyl}pyridine-3-carbonitrile ClC1=CC=C(C=C1)[C@@]1(N(C(C2=CC(=CC(=C12)F)C(CC)(C=1N=CN(C1)C)O)=O)CC1=CC=C(C=N1)C#N)O[C@@H]1CC(CC1)=O